C(#N)C=1C=C(C=CC1)C=1N=C(SC1C1=CC(=NC(=C1)C)[C@@H](C)O)N1CC2(COC2)C1 N-[4-(3-cyanophenyl)-5-[2-[(1R)-1-hydroxyethyl]-6-methyl-4-pyridyl]thiazol-2-yl]-2-oxa-6-azaspiro[3.3]heptane